5-ethyl-4-hydroxypiperidine C(C)C1C(CCNC1)O